NC=1C2=C(N=CN1)N(C(=C2C2=CC=C(C=C2)OC2=CC=CC=C2)C#CC2CN(C2)[C@@H]2[C@@H](CN(CC2)C(C=C)=O)F)C 1-((3R,4S)-4-(3-((4-amino-7-methyl-5-(4-phenoxyphenyl)-7H-pyrrolo[2,3-d]pyrimidin-6-yl)ethynyl)azetidin-1-yl)-3-fluoropiperidin-1-yl)prop-2-en-1-one